3-((4-(piperazin-1-yl)phenyl)amino)piperidine-2,6-dione N1(CCNCC1)C1=CC=C(C=C1)NC1C(NC(CC1)=O)=O